C1(CC1)S(=O)(=O)C=1C=C(OC[C@H](CN[C@H]2COC3(C2)CCN(CC3)S(=O)(=O)C3=CN(C2=C(C=CC=C2C3=O)C)CC)O)C=CC1 3-((R)-3-((S)-3-(3-(cyclopropylsulfonyl)phenoxy)-2-hydroxypropylamino)-1-oxa-8-azaspiro[4.5]decan-8-ylsulfonyl)-1-ethyl-8-methylquinolin-4(1H)-one